chromium tri(2-ethyl-hexanoate) C(C)C(C(=O)[O-])CCCC.C(C)C(C(=O)[O-])CCCC.C(C)C(C(=O)[O-])CCCC.[Cr+3]